5-(3-fluoro-5-methylphenyl)-N-(1-methyl-1H-pyrazol-3-yl)pyridine-3-carboxamide (R)-5-guanidinopentane-1,2-diyl-dioleate hydrochloride Cl.N(C(=N)N)CCC[C@H](CCCCCCCCC\C=C/CCCCCCCC(=O)O)CCCCCCCC\C=C/CCCCCCCC(=O)O.FC=1C=C(C=C(C1)C)C=1C=C(C=NC1)C(=O)NC1=NN(C=C1)C